C(C(C)C)OC=1C=CC(=NC1)[N+](=O)[O-] 5-isobutoxy-2-nitropyridine